(S)-2-(5,5-difluoro-1-(2-methyl-6-(1-methyl-5-((3-methyl-2-oxo-5-propylpyridin-1(2H)-yl)methyl)-1H-1,2,3-triazol-4-yl)pyridin-3-yl)piperidin-3-yl)acetic acid FC1(C[C@@H](CN(C1)C=1C(=NC(=CC1)C=1N=NN(C1CN1C(C(=CC(=C1)CCC)C)=O)C)C)CC(=O)O)F